3,5-ditertiarybutyl-4-hydroxyphenylpropionic acid tridecyl ester C(CCCCCCCCCCCC)OC(C(C)C1=CC(=C(C(=C1)C(C)(C)C)O)C(C)(C)C)=O